6'-(benzyloxy)-2'-bromospiro[cyclohexane-1,1'-inden]-4-one C(C1=CC=CC=C1)OC1=CC=C2C=C(C3(C2=C1)CCC(CC3)=O)Br